(1-(naphthalen-1-yl)cyclopropyl)-1,2,3,4-tetrahydroquinoxaline-6-carboxamide C1(=CC=CC2=CC=CC=C12)C1(CC1)N1CCNC2=CC(=CC=C12)C(=O)N